Cl.N[C@@H](CC1=NC=CC=C1)C1=C(C=CC=C1)N1N=CC2=CC(=CC=C12)C#N (S)-1-{2-[1-Amino-2-(pyridine-2-yl)ethyl]-phenyl}-1H-indazole-5-carbonitrile hydrochloride